N-(5-((6-oxa-3-azabicyclo[3.1.1]hept-3-yl)methyl)-4'-((2-(1,1-difluoroethyl)pyrimidin-4-yl)amino)-[2,3'-bipyridyl]-6'-yl)acetamide C12CN(CC(O1)C2)CC=2C=CC(=NC2)C=2C=NC(=CC2NC2=NC(=NC=C2)C(C)(F)F)NC(C)=O